Benzyl 2-(1,3-dioxoisoindolin-2-yl)-3,3-dimethyl-5-morpholinopentanoate O=C1N(C(C2=CC=CC=C12)=O)C(C(=O)OCC1=CC=CC=C1)C(CCN1CCOCC1)(C)C